5-[[(2S,5S)-5-(2-Oxo-2-[4-[5-(trifluoromethyl)pyridin-2-yl]piperazin-1-yl]ethyl)oxolan-2-yl]methoxy]-4-(trifluoromethyl)-2,3-dihydropyridazin-3-one O=C(C[C@@H]1CC[C@H](O1)COC1=C(C(NN=C1)=O)C(F)(F)F)N1CCN(CC1)C1=NC=C(C=C1)C(F)(F)F